cyclopropyl-2-[6-(3,4,5-trifluorophenyl)pyrazolo[4,3-b]pyridin-1-yl]ethanone C1(CC1)C(CN1N=CC2=NC=C(C=C21)C2=CC(=C(C(=C2)F)F)F)=O